C(C)(=O)NC1=CC=C(C(=N1)C)N1CCN(CC1)C(=O)OC(C)(C)C tert-butyl 4-(6-acetamido-2-methylpyridin-3-yl)piperazine-1-carboxylate